3-Toluidin NC1=CC(=CC=C1)C